OC1=C(C=C(C=C1C(C)(C)C)CCC(=O)OCCCCCCCC)N1N=C2C(=N1)C=CC(=C2)Cl 2-(2'-hydroxy-3'-t-butyl-5'-(2-(octyloxycarbonyl)ethyl)phenyl)-5-chlorobenzotriazole